(R,E)-N-(4-((4-([1,2,4]triazolo[1,5-a]pyridin-7-yloxy)-2-methoxy-5-methylphenyl)amino)-7-methoxy-quinazolin-6-yl)-2-fluoro-3-(1-methylpyrrolidin-2-yl)acrylamide N=1C=NN2C1C=C(C=C2)OC2=CC(=C(C=C2C)NC2=NC=NC1=CC(=C(C=C21)NC(/C(=C\[C@@H]2N(CCC2)C)/F)=O)OC)OC